(R)-N-(1-(5-(6-(3-cyanopyrrolo[1,2-b]pyridazin-7-yl)-4-(methylamino)pyridin-3-yl)-1,3,4-thiadiazol-2-yl)-3,3-difluoropiperidin-4-yl)acetamide C(#N)C1=CC=2N(N=C1)C(=CC2)C2=CC(=C(C=N2)C2=NN=C(S2)N2CC([C@@H](CC2)NC(C)=O)(F)F)NC